tert-butyl (1R,2S,3S,5S)-2-fluoro-3-([5-[2-(fluoromethoxy)-7-(methoxymethoxy)quinolin-6-yl]pyrazin-2-yl](methyl)amino)-8-azabicyclo[3.2.1]octane-8-carboxylate F[C@@H]1[C@H]2CC[C@@H](C[C@@H]1N(C)C1=NC=C(N=C1)C=1C=C3C=CC(=NC3=CC1OCOC)OCF)N2C(=O)OC(C)(C)C